4-(1-(2,6-Difluoro-4-((isopropylamino)meth-yl)phenyl)-1H-imidazol-4-yl)-N-(1-(methylsulfonyl)piperidin-4-yl)-5-(trifluoromethyl)pyrimidin-2-amine FC1=C(C(=CC(=C1)CNC(C)C)F)N1C=NC(=C1)C1=NC(=NC=C1C(F)(F)F)NC1CCN(CC1)S(=O)(=O)C